(2-butoxyethyl)acetate C(CCC)OCCOC(C)=O